5-bromo-3-(4-(methylsulfonyl)piperazin-1-yl)pyrazin-2(1H)-one BrC=1N=C(C(NC1)=O)N1CCN(CC1)S(=O)(=O)C